tert-butyl N-[6-[(2S)-2-(tert-butoxycarbonylamino)propyl]-2-chloro-thieno[3,2-d]pyrimidin-4-yl]-N-(2-furylmethyl)carbamate C(C)(C)(C)OC(=O)N[C@H](CC1=CC=2N=C(N=C(C2S1)N(C(OC(C)(C)C)=O)CC=1OC=CC1)Cl)C